FC1=C(C(=C(C=C1OC)OC)F)C(=O)C1=CC=2C(=CN=C(C2)NC2=C(C=CC=C2[N+](=O)[O-])C)S1 (2,6-difluoro-3,5-dimethoxyphenyl)(5-(2-methyl-6-nitrophenylamino)thieno[2,3-c]pyridin-2-yl)methanone